3-(4-ethanesulfonamidophenyl)-5-[(pyridazin-3-yl)amino]-1H-pyrazole-4-carboxamide C(C)S(=O)(=O)NC1=CC=C(C=C1)C1=NNC(=C1C(=O)N)NC=1N=NC=CC1